COC(C(=O)N1CCN(CC1)C=1C=2N(C=C(C1)S(=O)(=O)NC1(CC1)C)C(=NC2)C=2SC(=NN2)C(F)(F)F)C 8-(4-(2-methoxypropanoyl)piperazin-1-yl)-N-(1-methylcyclopropyl)-3-(5-(trifluoromethyl)-1,3,4-thiadiazol-2-yl)imidazo[1,5-a]pyridine-6-sulfonamide